COC1=CC=C(C=N1)C=1N=CN(C1)C(=O)NCCC1(CC1)C(F)(F)F 4-(6-Methoxypyridin-3-yl)-N-(2-(1-(trifluoromethyl)cyclopropyl)ethyl)-1H-imidazole-1-carboxamide